P(=O)(F)(F)OC(COC=CCC)COC=CCC 1,3-bis(1-butenyloxy)-2-propanol difluorophosphate